NC1=NC=CC=C1C1=NC=2C(=NC(=CC2)N2N=CC=C2)N1C=1C=C2CC[C@@H](C2=CC1)NC(C1=C(C=C(C(=C1)C=O)OCC1=CC=CC=C1)N=[N+]=[N-])=O (S)-N-(5-(2-(2-aminopyridin-3-yl)-5-(1H-pyrazol-1-yl)-3H-imidazo[4,5-b]pyridin-3-yl)-2,3-dihydro-1H-inden-1-yl)-2-azido-4-(benzyloxy)-5-formylbenzamide